C(CCC)C1(CS(C2=C(N(C1)C1=CC=C(C=C1)F)C=C(C(=C2)OCC2(CC2)C(=O)OCC)SC)(=O)=O)CC Ethyl 1-(((3-butyl-3-ethyl-5-(4-fluorophenyl)-7-(methylthio)-1,1-dioxido-2,3,4,5-tetrahydro-1,5-benzothiazepin-8-yl)oxy)methyl)cyclopropane-1-carboxylate